2-(2-oxoazepan-1-yl)dodecanoic acid O=C1N(CCCCC1)C(C(=O)O)CCCCCCCCCC